ClC1=C(C=C(C=C1N1[C@@H]2CN[C@H](C1)C2)C#N)NC2=NC=1N(C(=N2)NC2CC2)N=CC1C#N 2-({2-chloro-5-cyano-3-[(1S,4S)-2,5-diazabicyclo[2.2.1]heptan-2-yl]phenyl}amino)-4-(cyclopropylamino)pyrazolo[1,5-a][1,3,5]triazine-8-carbonitrile